BrC=1C2=C(C=NC1)C(CC2)NCCO 2-((4-bromo-6,7-dihydro-5H-cyclopenta[c]pyridin-7-yl)amino)ethan-1-ol